C(C)(C)C1=C(NC2=CC=C(C=C12)C1CCN(CC1)CC(C)(O)C)C=1C(=C(C=2N(N1)N=CN2)OC)C 1-(4-(3-isopropyl-2-(8-methoxy-7-methyl-[1,2,4]triazolo[1,5-b]pyridazin-6-yl)-1H-indol-5-yl)piperidin-1-yl)-2-methylpropan-2-ol